3-((2-Chloroethyl)amino)-6-(4-methoxyphenyl)-5-methyl-2-phenylpyrazolo[1,5-a]pyrimidine-7(4H)-one ClCCNC=1C(=NN2C1NC(=C(C2=O)C2=CC=C(C=C2)OC)C)C2=CC=CC=C2